NC1=C(C(N(C2=C(C=CC=C12)C=1C=NC=CC1OC)C)=O)C(=O)NCC(C)C 4-Amino-N-isobutyl-8-(4-methoxy-3-pyridyl)-1-methyl-2-oxo-quinoline-3-carboxamide